(4-chloro-3-(2-(oxetan-3-ylamino)-8,9-dihydroimidazo[1',2':1,6]pyrido[2,3-d]pyrimidin-6-yl)phenyl)-4-(2-cyanopropan-2-yl)picolinamide ClC1=C(C=C(C=C1)C=1C(=NC=CC1C(C)(C)C#N)C(=O)N)C1=CC2=C(N=C(N=C2)NC2COC2)N2C1=NCC2